samarium-cerium aluminum oxide [O-2].[Al+3].[Ce+3].[Sm+3]